C12(CCC(CC1)C2)OC(=O)COC(=O)C2C1C3C4C=CC(C3C(C2)C1)C4 8-norbornyloxycarbonylmethyloxycarbonyl-tetracyclo[4.4.0.12,5.17,10]-3-dodecene